1-[(2R,3S,4R,5R)-5-{[(tert-butyldimethylsilyl)oxy]methyl}-3-fluoro-4-[(4-methoxyphenyl)diphenylmethoxy]oxolan-2-yl]-5-fluoro-3H-pyrimidine-2,4-dione [Si](C)(C)(C(C)(C)C)OC[C@@H]1[C@H]([C@@H]([C@@H](O1)N1C(NC(C(=C1)F)=O)=O)F)OC(C1=CC=CC=C1)(C1=CC=CC=C1)C1=CC=C(C=C1)OC